C(C)OC(C[Zn])=O.[Br] Bromine (2-ethoxy-2-oxo-ethyl)zinc